CC1CC2(N(C(C1)C2)C(=O)NC2=CC(=C(C=C2)C(F)(F)F)N2N=NC(=C2)C)C=2OC(=NN2)C cis-3-methyl-1-(5-methyl-1,3,4-oxadiazol-2-yl)-N-(3-(4-methyl-1H-1,2,3-triazol-1-yl)-4-(trifluoromethyl)phenyl)-6-azabicyclo[3.1.1]heptane-6-carboxamide